(1S,2S)-N-(5-(3,4-dichloro-1H-pyrrolo[2,3-b]pyridin-5-yl)pyrazolo[1,5-a]pyridin-2-yl)-2-fluorocyclopropane-1-carboxamide ClC1=CNC2=NC=C(C(=C21)Cl)C2=CC=1N(C=C2)N=C(C1)NC(=O)[C@H]1[C@H](C1)F